C1(CC1)N1N=CC=C1 1-cyclopropylpyrazol